ClC1=CC=C(C=C1)[S@](=O)OCC Ethyl (R)-4-chlorobenzenesulfinate